(2S,5R)-5-(2-chlorophenyl)-1-(4-(2-(piperidin-1-yl)pyrimidin-5-yl)benzoyl)pyrrolidine-2-carboxylic acid ClC1=C(C=CC=C1)[C@H]1CC[C@H](N1C(C1=CC=C(C=C1)C=1C=NC(=NC1)N1CCCCC1)=O)C(=O)O